OC1(CCN(CC1)C(=O)NC1=NC2=C(N1)C(=CC=C2C2=CC=NC=C2)OC)C 4-hydroxy-N-[7-methoxy-4-(pyridin-4-yl)-1H-1,3-benzodiazol-2-yl]-4-methylpiperidine-1-carboxamide